ClC1=CC=C(C[C@H]2CO[C@H](CN2)C)C=C1 (2s,5s)-5-(4-chlorobenzyl)-2-methylmorpholine